N-{4-fluoro-2-[(1E)-2-(hydroxycarbamoyl)eth-1-en-1-yl]phenyl}-2-[(1-methyl-1H-pyrazol-4-yl)oxy]benzamide FC1=CC(=C(C=C1)NC(C1=C(C=CC=C1)OC=1C=NN(C1)C)=O)\C=C\C(NO)=O